methyl 3-(3-(2,5-difluoro-4-methyl-3-(6-morpholinoimidazo[1,2-a]pyridine-3-carboxamido)phenyl)-1,2,4-oxadiazol-5-yl)azetidine-1-carboxylate FC1=C(C=C(C(=C1NC(=O)C1=CN=C2N1C=C(C=C2)N2CCOCC2)C)F)C2=NOC(=N2)C2CN(C2)C(=O)OC